nitrogen methoxybenzamide COC1=C(C(=O)N)C=CC=C1.[N]